tert-butyl 2-(3-bromo-4-chloro-5-fluorophenoxy)acetate BrC=1C=C(OCC(=O)OC(C)(C)C)C=C(C1Cl)F